2-[3-(5-chloro-2-fluoro-phenyl)-1H-pyrazol-4-yl]-7-(3,6-diazabicyclo[3.2.0]heptan-6-yl)-1,5-naphthyridine ClC=1C=CC(=C(C1)C1=NNC=C1C1=NC2=CC(=CN=C2C=C1)N1C2CNCC2C1)F